ClC1=CC2=C(C(C=3NC4=CC(=CC=C4C3C2=O)C#C[Si](C)(C)C)(C)C)C=C1N1CCC(CC1)N1CCN(CC1)C 9-chloro-6,6-dimethyl-8-(4-(4-methylpiperazin-1-yl)piperidin-1-yl)-3-((trimethylsilyl)ethynyl)-5,6-dihydro-11H-benzo[b]Carbazol-11-one